naphthalenetricarboxylic acid chloride C1(=C(C(=CC2=CC=CC=C12)C(=O)Cl)C(=O)Cl)C(=O)Cl